natrium manganite [Mn](=O)([O-])[O-].[Na+].[Na+]